bis-chloromethyl-di-isopropyl-silane ClC[Si](C(C)C)(C(C)C)CCl